7-bromo-10b-methyl-5,6-dihydro-[1,3]oxazolo[2,3-a]isoquinoline-2,3-dione BrC1=C2CCN3C(C2=CC=C1)(OC(C3=O)=O)C